((6-(difluoromethoxy)-2-(2,2'-dimethyl-3'-(4,5,6,7-tetrahydrooxazolo[4,5-c]pyridin-2-yl)-[1,1'-biphenyl]-3-yl)benzo[d]oxazol-5-yl)methyl)-L-prolin-methyl ester COC([C@H]1N(CCC1)CC=1C(=CC2=C(N=C(O2)C=2C(=C(C=CC2)C2=C(C(=CC=C2)C=2OC3=C(CNCC3)N2)C)C)C1)OC(F)F)=O